NC1=C(C(=NN1C(C)C)C1=CC=C(C=C1)CC(=O)NC1=CC(=NO1)C1CC2(C1)CC(C2)(F)F)C(=O)N 5-Amino-3-(4-(2-((3-(6,6-difluorospiro[3.3]heptan-2-yl)isoxazol-5-yl)amino)-2-oxoethyl)phenyl)-1-isopropyl-1H-pyrazole-4-carboxamide